(S)-6-(((2-methylbenzo[d]thiazol-7-yl)(1-(1-(trifluoromethyl)cyclopropyl)-1H-1,2,3-triazol-4-yl)methyl)amino)-4-(neopentylamino)quinoline-3,8-dicarbonitrile CC=1SC2=C(N1)C=CC=C2[C@@H](C=2N=NN(C2)C2(CC2)C(F)(F)F)NC=2C=C1C(=C(C=NC1=C(C2)C#N)C#N)NCC(C)(C)C